Cl.C(C)OC(=O)C1(CNC1)C 3-methylazetidine-3-carboxylic acid ethyl ester hydrochloride